5-[4-{[(1R,2R,4R)-bicyclo[2.2.1]heptan-2-yl]amino}-3-(trifluoromethyl)phenyl]-3,6-dihydro-2H-1,3,4-oxadiazin-2-one [C@@H]12[C@@H](C[C@H](CC1)C2)NC2=C(C=C(C=C2)C2=NNC(OC2)=O)C(F)(F)F